(4-(tert-butoxycarbonyl)piperazin-1-yl)benzoic acid C(C)(C)(C)OC(=O)N1CCN(CC1)C1=C(C(=O)O)C=CC=C1